FC1=C(OC2C[C@@H]3[C@@H](CN(C3)CC(=O)C3=CC=C(C=C3)O)C2)C=C(C=C1)OC 2-((3aR,5s,6aS)-5-(2-fluoro-5-methoxyphenoxy)hexahydrocyclopenta[c]pyrrol-2(1H)-yl)-1-(4-hydroxyphenyl)ethanone